5-bromo-2-(3-chloro-2-pyridyl)-2H-pyrazole-3-carboxylic Acid BrC=1C=C(N(N1)C1=NC=CC=C1Cl)C(=O)O